6-Chloro-N-(2,8-dimethylimidazo[1,2-a]pyrazin-6-yl)thieno[2,3-b]pyridine-2-carboxamide ClC1=CC=C2C(=N1)SC(=C2)C(=O)NC=2N=C(C=1N(C2)C=C(N1)C)C